N,N-dibenzylamine C(C1=CC=CC=C1)NCC1=CC=CC=C1